(S)-N-((S)-(4-chloro-3-(trifluoromethyl)phenyl)(4-chlorophenyl)methyl)-5-oxo-pyrrolidine-3-carboxamide ClC1=C(C=C(C=C1)[C@@H](NC(=O)[C@@H]1CNC(C1)=O)C1=CC=C(C=C1)Cl)C(F)(F)F